mono(2-ethyl-5-oxohexyl)phthalate C(C)C(COC(C=1C(C(=O)[O-])=CC=CC1)=O)CCC(C)=O